5-bromo-7-(2-hydroxy-2-methylpropoxy)imidazo[1,2-a]pyridine-3-carbonitrile BrC1=CC(=CC=2N1C(=CN2)C#N)OCC(C)(C)O